BrC1=CC=C(CC2NCCNCCNCCNC2)C=C1 2-(4-bromobenzyl)-1,4,7,10-tetraazacyclododecane